NC1=CC(=C(C(=O)OC)C=C1)CC methyl 4-amino-2-ethylbenzoate